C(C)OC1=NC=CC=C1C=1C=C(C2=C(N1)N(N=C2C(C)C)C)NCC2=NC(=NO2)C 6-(2-ethoxy-3-pyridinyl)-3-isopropyl-1-methyl-N-[(3-methyl-1,2,4-oxadiazol-5-yl)methyl]pyrazolo[3,4-b]pyridin-4-amine